methyl ((E)-3-(1-((4-methoxyphenylethyl) amino)-2,3-dihydro-1H-inden-5-yl) acrylate) COC1=CC=C(C=C1)CCNC1CCC2=CC(=CC=C12)/C=C/C(=O)OC